(E)-4-(dimethylamino)-N-(4-((2-fluorophenyl)amino)-5-phenylquinazolin-6-yl)but-2-enamide CN(C/C=C/C(=O)NC=1C(=C2C(=NC=NC2=CC1)NC1=C(C=CC=C1)F)C1=CC=CC=C1)C